N-({6-[2-(benzylamino)ethyl]imidazo[1,2-a]pyridin-2-yl}methyl)-4-oxo-4H-pyrido[1,2-a]pyrimidine-2-carboxamide C(C1=CC=CC=C1)NCCC=1C=CC=2N(C1)C=C(N2)CNC(=O)C=2N=C1N(C(C2)=O)C=CC=C1